7-((3R,5S)-1-propenoyl-5-methylpyrrolidin-3-yl)-4-amino-N-(2-phenylpropan-2-yl)-6-(prop-1-yn-1-yl)-7H-pyrrolo[2,3-d]pyrimidine-5-carboxamide C(C=C)(=O)N1C[C@@H](C[C@@H]1C)N1C(=C(C2=C1N=CN=C2N)C(=O)NC(C)(C)C2=CC=CC=C2)C#CC